bromo-2'-methyl-spiro[cyclobutane-1,1'-isoindoline]-3'-one BrC1=C2C(N(C3(C2=CC=C1)CCC3)C)=O